malonic acid diamide acrylate C(C=C)(=O)O.C(CC(=O)N)(=O)N